FC(C1=CC=2N(C3=CC=CC=C3SC2C=C1)CCCCCOC1=CC=C2CCC=NC2=C1)(F)F 7-((5-(2-(trifluoromethyl)-10H-phenothiazin-10-yl)pentyl)oxy)-3,4-dihydroquinoline